N1C(=NC=C1)C=1C=CC=C(C1C=NO)O.[Zn] zinc imidazolesalicylaldoxime